tert-Butyl ethyl{2-[({[(2S,5R)-6-hydroxy-7-oxo-1,6-diazabicyclo[3.2.1]oct-2-yl]carbonyl}amino)oxy]ethyl}carbamate C(C)N(C(OC(C)(C)C)=O)CCONC(=O)[C@H]1N2C(N([C@H](CC1)C2)O)=O